C(C)(C)(C)OC(=O)N[C@H](CC(=O)OCC1=CC=CC=C1)C=O benzyl (R)-3-((tert-butoxycarbonyl)amino)-4-oxobutanoate